CC1=NC2=CC=CC=C2C=C1CN1C[C@H](CC1)OC1=CC=C2CN(C(C2=C1)=O)C1C(NC(CC1)=O)=O 3-(6-(((S)-1-((2-Methylquinolin-3-yl)methyl)pyrrolidin-3-yl)oxy)-1-oxoisoindolin-2-yl)piperidine-2,6-dione